N1=CC=C(C=C1)CNC(CCC)=O N-(pyridin-4-yl-methyl)butanamide